N-Methyl-glucamine ethyl-(11S)-13-(2-chloro-6-fluoro-phenyl)-11-methyl-10-oxo-7-thia-9,12-diazatricyclo[6.5.0.02,6]trideca-1(8),2(6),12-triene-4-carboxylate C(C)C1C=2C=3C(=N[C@H](C(NC3SC2CC1C(=O)O)=O)C)C1=C(C=CC=C1F)Cl.CNC[C@H](O)[C@@H](O)[C@H](O)[C@H](O)CO